3-hydroxy-2-(4-(trifluoromethyl)phenyl)propionic acid OCC(C(=O)O)C1=CC=C(C=C1)C(F)(F)F